2-(2,6-dimethyl-4-((2-oxo-3-phenylimidazolin-1-yl)methyl)phenoxy)-2-methylpropanoic acid CC1=C(OC(C(=O)O)(C)C)C(=CC(=C1)CN1C(N(CC1)C1=CC=CC=C1)=O)C